N-[6-[cyclopropyl-[[4-(trifluoromethyl)phenyl]methyl]amino]-5-fluoro-pyrimidin-4-yl]-1-methylsulfonyl-piperidine-4-carboxamide C1(CC1)N(C1=C(C(=NC=N1)NC(=O)C1CCN(CC1)S(=O)(=O)C)F)CC1=CC=C(C=C1)C(F)(F)F